CN(C1CCN(CC1)C(=O)OC(C)(C)C)C1=NC=C(C=N1)C(F)(F)F tert-butyl 4-(methyl(5-(trifluoromethyl)pyrimidin-2-yl)amino)piperidine-1-carboxylate